leucyl-glutamate N[C@@H](CC(C)C)C(=O)N[C@@H](CCC(=O)[O-])C(=O)[O-]